ClC=1C2=C(N=C(N1)N1CCN(CC1)C1=CC=C(C=C1)Cl)CCS2 (R)-4-chloro-2-[4-(4-chlorophenyl)-piperazin-1-yl]-6,7-dihydrothieno[3,2-d]pyrimidine